(S)-4-(4,4-difluoro-2-methylpyrrolidine-1-carbonyl)-N-(1,1-dioxotetrahydro-2H-thiopyran-4-yl)thiazole-2-carboxamide FC1(C[C@@H](N(C1)C(=O)C=1N=C(SC1)C(=O)NC1CCS(CC1)(=O)=O)C)F